2-Z-1,1,1,4,4,4-hexafluoro-2-butene FC(\C=C/C(F)(F)F)(F)F